1-bromo-4-(3-(methylsulfonyl)propoxy)-2-(trifluoromethyl)benzene BrC1=C(C=C(C=C1)OCCCS(=O)(=O)C)C(F)(F)F